C(C1=CC=CC=C1)N(C1=CC=C2C(=N1)N(C(=N2)C2=CC=C(C=C2)F)C2=CC=NC=C2)CC2=CC=CC=C2 N,N-dibenzyl-2-(4-fluorophenyl)-3-(pyridin-4-yl)-3H-imidazo[4,5-b]Pyridin-5-amine